1H-indene-1-carboxamide C1(C=CC2=CC=CC=C12)C(=O)N